(E)-1-(5-(1-(2-(7-chloroquinazolin-4-yl)hydrazineylidene)ethyl)pyridin-2-yl)-3-methyl-1H-imidazol-3-ium hydrogen iodide phosphoric acid salt P([O-])([O-])([O-])=O.I.ClC1=CC=C2C(=NC=NC2=C1)N\N=C(/C)\C=1C=CC(=NC1)N1C=[N+](C=C1)C.ClC1=CC=C2C(=NC=NC2=C1)N\N=C(/C)\C=1C=CC(=NC1)N1C=[N+](C=C1)C.ClC1=CC=C2C(=NC=NC2=C1)N\N=C(/C)\C=1C=CC(=NC1)N1C=[N+](C=C1)C